C1(=CC=C(C=C1)OC1=NC=CC(=C1N)C)C1=CC=CC=C1 ([1,1'-biphenyl]-4-yloxy)-4-methylpyridin-3-amine